4-cyclopentyloxybenzonitrile C1(CCCC1)OC1=CC=C(C#N)C=C1